O[C@@H]1CC[C@H](CC1)C(=O)N(C[C@@H]1CC[C@H](CC1)C1=NC(=C(C=C1)OC)C)C1=NC=CC(=C1)C=1N=C(OC1)C(C)C trans-4-Hydroxy-N-(4-(2-isopropyloxazol-4-yl)pyridine-2-yl)-N-((trans-4-(5-methoxy-6-methylpyridin-2-yl)cyclohexyl)methyl)cyclohexane-carboxamide